4-n-propylcyclohexane-1,2-dicarboxylic acid, disodium salt [Na+].[Na+].C(CC)C1CC(C(CC1)C(=O)[O-])C(=O)[O-]